4-((R or S)-4-((1R,5S)-3,8-diazabicyclo[3.2.1]octan-3-yl)-6-chloro-8-fluoro-2-(6-methyl-2,6-diazaspiro[3.4]octan-2-yl)quinazolin-7-yl)naphthalen-2-ol [C@H]12CN(C[C@H](CC1)N2)C2=NC(=NC1=C(C(=C(C=C21)Cl)C2=CC(=CC1=CC=CC=C21)O)F)N2CC1(C2)CN(CC1)C